N5-(3-chlorophenyl)-N5-methylpyrido[3,2-e][1,2,4]triazolo[4,3-a]pyrimidine-2,5-diamine ClC=1C=C(C=CC1)N(C1=NC=2N(C3=C1C=CC(=N3)N)C=NN2)C